methyl (1r,4R)-4-(3-chloroanilino)-4'-fluoro-2'-[(2R)-3-hydroxy-2-methylpropyl]-2',3'-dihydrospiro[cyclohexane-1,1'-indene]-4-carboxylate ClC=1C=C(NC2(CCC3(C(CC4=C(C=CC=C34)F)C[C@H](CO)C)CC2)C(=O)OC)C=CC1